2-((5-((S)-2-((S)-2-((tert-butoxycarbonyl)amino) propanamido) propanamido)-2-(hydroxymethyl)benzyl)(methyl)amino)ethyl (2-(trimethylammonio)ethyl) phosphate P(=O)(OCCN(C)CC1=C(C=CC(=C1)NC([C@H](C)NC([C@H](C)NC(=O)OC(C)(C)C)=O)=O)CO)(OCC[N+](C)(C)C)[O-]